C(C)(=O)C1(CN(C1)C(=O)OC(C)(C)C)C tert-butyl 3-acetyl-3-methyl-azetidine-1-carboxylate